6-(6,7-dihydrothiazolo[5,4-c]pyridin-5(4H)-yl)-5-methylnicotinonitrile N1=CSC=2CN(CCC21)C2=NC=C(C#N)C=C2C